1-((2-((1,8-diazaspiro[4.5]decan-1-yl)methyl)-5-chlorophenoxy)methyl)cyclopropane-1-carboxylic acid N1(CCCC12CCNCC2)CC2=C(OCC1(CC1)C(=O)O)C=C(C=C2)Cl